ClCC1=NC2=C(N1C)C=CC(=C2)C(=O)O 2-(chloromethyl)-1-methyl-1H-benzo[d]imidazole-5-carboxylic acid